N[C@H](C)C=1C(=C(C=CC1)C(CO)(F)F)C 2-[3-[(1R)-1-aminoethyl]-2-methyl-phenyl]-2,2-difluoroethanol